(4-(3,5-Bis(trifluoromethyl)phenylsulfonyl)piperazin-1-yl)(phenyl)methanone FC(C=1C=C(C=C(C1)C(F)(F)F)S(=O)(=O)N1CCN(CC1)C(=O)C1=CC=CC=C1)(F)F